CC1(C=C[Li])CC=CC=C1 1-methylstyryl-lithium